C12(CC(C1)C2)NC([C@@H](CCOC)NS(=O)(=O)C2=C(C=C(C(=C2)OC)Br)Br)=O (R)-N-(bicyclo[1.1.1]pentan-1-yl)-2-((2,4-dibromo-5-methoxyphenyl)sulfonamido)-4-methoxybutanamide